C(=CC)N1C[C@H](CCC1)C=1C=NC=CC1C1=CC(=C(CNC(=O)C2=NOC(=N2)C2(CC2)C)C=C1)C (R)-N-(4-(3-(1-propenylpiperidin-3-yl)pyridin-4-yl)-2-methylbenzyl)-5-(1-methylcyclopropyl)-1,2,4-oxadiazole-3-carboxamide